O=C1NC(CCC1N1CC2=CC=CC=C2C1)=O 2-(2,6-dioxopiperidin-3-yl)isoindolin